C(C)C(COC([C@@H](N)CCCCNC(=O)OCC1=CC=CC=C1)=O)CC N6-((benzyloxy)carbonyl)-L-lysine 2-ethylbutyl ester